N-(2-fluoro-5-(trifluoromethyl)phenyl)-7-(6-(4-methylpiperazin-1-yl)pyridin-3-yl)quinazolin-4-amine FC1=C(C=C(C=C1)C(F)(F)F)NC1=NC=NC2=CC(=CC=C12)C=1C=NC(=CC1)N1CCN(CC1)C